tert-butyl 1-(4-methyl-4-(methyl (2-morpholino-4-(trifluoromethyl) benzyl) amino) piperidine-1-carbonyl)-1H-pyrazole-3-carboxylate CC1(CCN(CC1)C(=O)N1N=C(C=C1)C(=O)OC(C)(C)C)N(CC1=C(C=C(C=C1)C(F)(F)F)N1CCOCC1)C